1-fluoro-N,N-dimethyl-5,6-dihydro-4H-pyrrolo[3,2,1-ij]quinolin-5-amine FC1=CN2CC(CC3=CC=CC1=C23)N(C)C